(2S)-2-(but-3-yn-1-yl)-1-(3-methoxy-4-nitrobenzoyl)piperidine C(CC#C)[C@H]1N(CCCC1)C(C1=CC(=C(C=C1)[N+](=O)[O-])OC)=O